6-(4-fluorophenyl)-2-(1-methylpyrazol-4-yl)pyrimidine-4-carboxylic acid FC1=CC=C(C=C1)C1=CC(=NC(=N1)C=1C=NN(C1)C)C(=O)O